Fmoc-D-beta-homoalanine C(=O)(OCC1C2=CC=CC=C2C2=CC=CC=C12)N[C@H](C)CC(=O)O